4-methyl-4'-cyanobiphenyl CC1=CC=C(C=C1)C1=CC=C(C=C1)C#N